8-(4-chloro-2-fluoro-phenyl)-5-(4-chlorobenzyl)-2-(4-hydroxypiperidine-1-carbonyl)-5,8-diazaspiro[3.5]nonane-6,9-dione ClC1=CC(=C(C=C1)N1CC(N(C2(CC(C2)C(=O)N2CCC(CC2)O)C1=O)CC1=CC=C(C=C1)Cl)=O)F